CC(C)(C)[S@](=O)N[C@H](C)C1=NC(=NS1)C1=CC(=NC=C1)C (S)-2-methyl-N-[(1R)-1-[3-(2-methyl-4-pyridinyl)-1,2,4-thiadiazol-5-yl]ethyl]propane-2-sulfinamide